2-((3-(6-chloropyridin-3-yl)-5-methylisoxazol-4-yl)methyl)-5-(1-cyclopropyl-1H-pyrazol-4-yl)pyridazin-3(2H)-one ClC1=CC=C(C=N1)C1=NOC(=C1CN1N=CC(=CC1=O)C=1C=NN(C1)C1CC1)C